ClC1=C(C(=C(C=C1)C1(CC1)C(=O)NC1CN(CCC(C1)C)C1=NN=NN1)O)F 1-(4-chloro-3-fluoro-2-hydroxyphenyl)-N-(5-methyl-1-(1H-tetrazol-5-yl)azepan-3-yl)cyclopropane-1-carboxamide